O1C(=NN=C1)CCCN1CC(CC1)C1=CNC2=CC=CC=C12 3-(1-(3-(1,3,4-oxadiazol-2-yl)propyl)pyrrolidin-3-yl)-1H-indole